7-(3-chlorobenzyl)-4-(4-chlorobenzyl)-4,6,7,8-tetrahydropyrazolo[3,4-b]pyrrolo[3,4-d]pyridin-5(3H)-one ClC=1C=C(CN2CC=3C4=C(N(C(C3C2)=O)CC2=CC=C(C=C2)Cl)NN=C4)C=CC1